1-(2-Aminoethyl)-6-chloro-N-(3,4-dichlorophenyl)-9H-carbazol-2-amine NCCC1=C(C=CC=2C3=CC(=CC=C3NC12)Cl)NC1=CC(=C(C=C1)Cl)Cl